5-(8,9-dihydro-7H-cyclopenta[c][1,2,4]triazolo[1,5-a]pyridin-6-yl)-4-isopropyl-6H-thieno[2,3-b]pyrrole-2-carboxylic acid N=1C=NN2C1C1=C(C(=C2)C2=C(C3=C(N2)SC(=C3)C(=O)O)C(C)C)CCC1